FC1=C(C(=O)NC2=CC(=CC(=C2)C(F)(F)F)CN2CCN(CC2)CCO)C=CC(=C1)C 2-fluoro-N-(3-((4-(2-hydroxyethyl)piperazin-1-yl)methyl)-5-(trifluoromethyl)phenyl)-4-methylbenzamide